N-((3-(2-(2-(2-(2,6-dioxopiperidin-3-yl)-1-oxoisoindolin-5-ylamino)ethoxy)ethoxy)phenyl)methyl)-5-methyl-4-(1-(1-methyl-1H-imidazole-5-carbonyl)indolin-5-yl)thiazole-2-carboxamide O=C1NC(CCC1N1C(C2=CC=C(C=C2C1)NCCOCCOC=1C=C(C=CC1)CNC(=O)C=1SC(=C(N1)C=1C=C2CCN(C2=CC1)C(=O)C1=CN=CN1C)C)=O)=O